C[C@]12[C@H]3CC[C@@]4([C@H](CC=C4[C@@H]3CC[C@@H]2C[C@H](CC1)N(C(OC)=O)C)C=1C=CC(OC1)=O)C methyl ((3S,5R,8R,9S,10S,13R,17S)-10,13-dimethyl-17-(2-oxo-2H-pyran-5-yl)-2,3,4,5,6,7,8,9,10,11,12,13,16,17-tetradecahydro-1H-cyclopenta[a]phenanthren-3-yl)(methyl)carbamate